6-[(5-iodo-1,2,4-thiadiazol-3-yl)methyl]-2-azaspiro[3.3]heptane-2-carboxylic acid tert-butyl ester C(C)(C)(C)OC(=O)N1CC2(C1)CC(C2)CC2=NSC(=N2)I